4-(CYCLOHEXYLSULFONYL)PHENYLBORONIC ACID C1(CCCCC1)S(=O)(=O)C1=CC=C(C=C1)B(O)O